C(CC1=CC=CC=C1)N1C(NCC1=O)=[Se] 3-phenethyl-2-selenoxoimidazolidine-4-on